5-(methyl)acryloyloxy-3-oxatricyclo[4.2.1.04,8]Nonane-2-one CC=CC(=O)OC1C2OC(C3C2CC1C3)=O